2-(2-carboxycyclohexane-1-carboxamido)-4,5,6,7-tetrahydrobenzo[b]Thiophene-3-carboxylic acid C(=O)(O)C1C(CCCC1)C(=O)NC1=C(C2=C(S1)CCCC2)C(=O)O